C1(=CC=CC=C1)NC(=NC1=CC=CC=C1)N 1,2-Diphenylguanidine